t-butyloxycarbonyl-amine C(C)(C)(C)OC(=O)N